N-(1-(3-phenylbicyclo[1.1.1]pentan-1-yl)but-3-en-1-yl)nicotinamide C1(=CC=CC=C1)C12CC(C1)(C2)C(CC=C)NC(C2=CN=CC=C2)=O